ClC=1N=C(C2=C(N1)CCC2)NC2=CC(=CC=C2)S(NC(C)(C)C)(=O)=O 2-Chloro-N4-(3-[N-(1,1-dimethylethyl)sulfamoyl]phenyl)-6,7-dihydro-5H-cyclopenta[d]pyrimidine-4-amine